BrC=1N=C(SC1)NC(C1=NC=C(C=C1)F)=O N-(4-bromothiazol-2-yl)-5-fLuoropicolinamide